FC1([C@H](N(C1)CC(=O)O)C)F (R)-2-(3,3-difluoro-2-methylazetidin-1-yl)acetic acid